CCCCCCCC(C(CCCCCCCCCC)O)O nondecane-8,9-diol